4-(4-propenoylpiperazin-1-yl)-7-(2-amino-7-fluorobenzo[d]thiazol-4-yl)-6-chloro-2-(2-(dimethylamino)ethoxy)-8-fluoroquinoline-3-carbonitrile C(C=C)(=O)N1CCN(CC1)C1=C(C(=NC2=C(C(=C(C=C12)Cl)C1=CC=C(C2=C1N=C(S2)N)F)F)OCCN(C)C)C#N